BrC=1C=C(C=C(C1[N+](=O)[O-])C)N1CC2=CC=C(C=C2CC1)F 2-(3-Bromo-5-methyl-4-nitrophenyl)-6-fluoro-1,2,3,4-tetrahydroisoquinoline